FC1=C(C(=CC(=C1)\C=C\C)F)F (E)-1,2,3-trifluoro-5-(prop-1-en-1-yl)benzene